(s)-(3-(1-(4-bromophenyl)ethyl)-1,2,3-oxadiazol-3-ium-5-yl)((5-(trifluoromethyl)pyridin-3-yl)carbamoyl)amide BrC1=CC=C(C=C1)[C@H](C)[N+]1=NOC(=C1)[N-]C(NC=1C=NC=C(C1)C(F)(F)F)=O